1,3,5-tris[N,N-bis(3-methylphenyl)-amino]-benzene CC=1C=C(C=CC1)N(C1=CC(=CC=C1)C)C1=CC(=CC(=C1)N(C1=CC(=CC=C1)C)C1=CC(=CC=C1)C)N(C1=CC(=CC=C1)C)C1=CC(=CC=C1)C